N-[(3,5-difluoropyridin-2-yl)methyl]-2-[(3R)-3-methyl-[1,4'-bipiperidin]-1'-yl]-1,3-oxazole-4-carboxamide FC=1C(=NC=C(C1)F)CNC(=O)C=1N=C(OC1)N1CCC(CC1)N1C[C@@H](CCC1)C